(S)-1-((5,8-Dihydro-6H-pyrano[3,4-b]pyridin-3-yl)methyl)pyrrolidin N1=C2C(=CC(=C1)CN1CCCC1)CCOC2